N-[2-(5-Methoxy-2-methyl-1H-indol-3-yl)ethyl]acetamide COC=1C=C2C(=C(NC2=CC1)C)CCNC(C)=O